((3S,5R)-4-acryloyl-3,5-dimethylpiperazin-1-yl)-7-(2-amino-6-fluorophenyl)-6-chloro-1-(2-isopropyl-4-methylpyridin-3-yl)-2-oxo-1,2-dihydro-1,8-naphthyridine-3-carbonitrile C(C=C)(=O)N1[C@H](CN(C[C@H]1C)C1=C(C(N(C2=NC(=C(C=C12)Cl)C1=C(C=CC=C1F)N)C=1C(=NC=CC1C)C(C)C)=O)C#N)C